FC1=C(C=C(C=C1)C(F)(F)F)F 1,2-difluoro-4-(trifluoromethyl)benzene